O1C=CC=2C(=NC=CC21)C2=CC=C(C(=O)NC1CCN(CC1)C1=CC=CC=C1)C=C2 4-(furo[3,2-c]pyridin-4-yl)-N-(1-phenylpiperidin-4-yl)benzamide